FC(C1=NN(C=C1C(=O)N)C)F 3-(Difluoromethyl)-1-methyl-1H-pyrazole-4-carboxamide